5-benzo[b]thiophen-2-yl-3-[1-(2,6-dichloro-3-fluoro-phenyl)-ethoxy]-pyridin-2-ylamine S1C2=C(C=C1C=1C=C(C(=NC1)N)OC(C)C1=C(C(=CC=C1Cl)F)Cl)C=CC=C2